tert-butyl 4-(4-methylpiperazin-1-yl)-2-nitro-benzoate CN1CCN(CC1)C1=CC(=C(C(=O)OC(C)(C)C)C=C1)[N+](=O)[O-]